phenyl (5-bromo-2-methoxy-4-morpholinophenyl)carbamate BrC=1C(=CC(=C(C1)NC(OC1=CC=CC=C1)=O)OC)N1CCOCC1